N-(6'-bromo-8'-methoxy-4'H-spiro[cyclopropane-1,5'-naphtho[2,1-d]isoxazol]-3'-yl)-2-methoxybenzenesulfonamide BrC1=C2C3(CC=4C(=NOC4C2=CC(=C1)OC)NS(=O)(=O)C1=C(C=CC=C1)OC)CC3